6-((6-((8-((2-aminophenyl)amino)-8-oxooctyl)oxy)-7-methoxyquinazolin-4-yl)oxy)-N-ethyl-2-methylbenzofuran-3-carboxamide NC1=C(C=CC=C1)NC(CCCCCCCOC=1C=C2C(=NC=NC2=CC1OC)OC1=CC2=C(C(=C(O2)C)C(=O)NCC)C=C1)=O